((5R,6S)-2,2-Difluoro-6-methyl-5-(((5-(trifluoromethyl)pyrazin-2-yl)amino)methyl)morpholino)(2-methyl-5-(pyridin-2-yl)thiazol-4-yl)methanone FC1(O[C@H]([C@H](N(C1)C(=O)C=1N=C(SC1C1=NC=CC=C1)C)CNC1=NC=C(N=C1)C(F)(F)F)C)F